Tert-butyl (1R,5S)-3-(7-(4-bromo-3-hydroxynaphthalen-1-yl)-8-fluoro-2-(((S)-1-methylpyrrolidin-2-yl)methoxy)pyrido[4,3-d]pyrimidin-4-yl)-3,8-diazabicyclo[3.2.1]octane-8-carboxylate BrC1=C(C=C(C2=CC=CC=C12)C1=C(C=2N=C(N=C(C2C=N1)N1C[C@H]2CC[C@@H](C1)N2C(=O)OC(C)(C)C)OC[C@H]2N(CCC2)C)F)O